7-bromonaphthol BrC1=CC=C2C=CC=C(C2=C1)O